(1R,2R)-6-(benzyloxy)-7-chloro-2-(dibenzylamino)-8-fluoro-1,2-dihydronaphthalen-1-ol C(C1=CC=CC=C1)OC=1C=C2C=C[C@H]([C@@H](C2=C(C1Cl)F)O)N(CC1=CC=CC=C1)CC1=CC=CC=C1